CC=1C(=C(C=C(C1)C(F)(F)F)O)C=1N=NC(=CC1)CNC1=NC=CC=N1 3-Methyl-2-(6-((pyrimidin-2-ylamino)methyl)pyridazin-3-yl)-5-(trifluoromethyl)phenol